N1N=NC(=C1)C1=C(OC=C1)CN(CCCC)C N-((3-(1,2,3-triazol-4-yl)-furan-2-yl)methyl)-N-methylbutan-1-amine